FC(C1CN(CC1)C1=NC(=CC(=N1)C=1N=NN(C1)C1=C(C=C(C=C1)NS(=O)(=O)CCO)N1CCC2(CC2)CC1)C)F N-(4-(4-(2-(3-(difluoromethyl)pyrrolidin-1-yl)-6-methylpyrimidin-4-yl)-1H-1,2,3-triazol-1-yl)-3-(6-azaspiro[2.5]octan-6-yl)phenyl)-2-hydroxyethane-1-sulfonamide